4-CHLORO-5-METHYLPYRIDINE-3-BORONIC ACID ClC1=C(C=NC=C1C)B(O)O